FC(F)(F)N1C(OCC2=C1C=CC=C2)=O (trifluoromethyl)-1,4-dihydro-2H-benzo[d][1,3]oxazin-2-one